C1OCCC2=C1C=CC(=C2)NC=2N=CC1=C(N2)CN(CC1)C(=O)OC(C)(C)C tert-butyl 2-[(3,4-dihydro-1H-2-benzopyran-6-yl)amino]-5H,6H,7H,8H-pyrido[3,4-d]pyrimidine-7-carboxylate